FC1(CC1)C(N1N=CC(=C1)C1=NC(=NC=C1)C1=CC=2N(C=C1)N=C(N2)N)C2=CC=C(C=C2)F 7-(4-(1-((1-fluorocyclopropyl)(4-fluorophenyl)methyl)-1H-pyrazol-4-yl)-pyrimidin-2-yl)-[1,2,4]triazolo[1,5-a]pyridin-2-amine